P(=O)(O)(O)O.P phosphine (phosphate)